[Si](C)(C)(C(C)(C)C)OC1CCN(CC1)C(=O)OC(C)(C)C tert-Butyl 4-[tert-butyl(dimethyl)silyl]oxypiperidine-1-carboxylate